[2-(1,1-difluoroethyl)-1-methyl-1H-imidazol-4-yl]-6-methyl-N-[(3S)-pyrrolidin-3-yl]pyridin-2-amine, dihydrochloride Cl.Cl.FC(C)(F)C=1N(C=C(N1)C=1C(=NC(=CC1)C)N[C@@H]1CNCC1)C